2-(3-carbamoyl-4-fluorophenyl)-N-(2-methyl-5-(2-(piperidin-1-yl)acetamido)pyridin-3-yl)-1H-pyrrolo[2,3-b]pyridine-5-carboxamide C(N)(=O)C=1C=C(C=CC1F)C1=CC=2C(=NC=C(C2)C(=O)NC=2C(=NC=C(C2)NC(CN2CCCCC2)=O)C)N1